(E)-2-(2-benzyl-4-methyl-5-pyrimidinylcarbonylamino)-5,5-dimethyl-3-hexenoic acid C(C1=CC=CC=C1)C1=NC=C(C(=N1)C)C(=O)NC(C(=O)O)\C=C\C(C)(C)C